C(CCCCCCCCCCC)(=O)N(C)CC(=O)[O-].C(CCC)N1C=[N+](C=C1)C 1-butyl-3-methylimidazolium lauroyl-sarcosinate